N-ethyl-7-fluoro-N-(3-((1-methylcyclopropyl)ethynyl)phenyl)-[1,2,4]triazolo[4,3-a]quinazolin-5-amine C(C)N(C1=NC=2N(C3=CC=C(C=C13)F)C=NN2)C2=CC(=CC=C2)C#CC2(CC2)C